2-[3-(3-chloro-5-fluorophenyl)ureido]-4-chloro-N-(2-amino-ethyl)benzamide ClC=1C=C(C=C(C1)F)NC(NC1=C(C(=O)NCCN)C=CC(=C1)Cl)=O